6-[[(2R)-2-[4-(2-chloro-4-fluoro-phenyl)-2-oxo-chromen-7-yl]oxypropionyl]amino]pyridine-2-carboxylic acid methyl ester COC(=O)C1=NC(=CC=C1)NC([C@@H](C)OC1=CC=C2C(=CC(OC2=C1)=O)C1=C(C=C(C=C1)F)Cl)=O